2-(3-aminophenyl)[1,2,4]triazolo[1,5-c]quinazolin NC=1C=C(C=CC1)C1=NN2C=NC=3C=CC=CC3C2=N1